2-hydroxypinan OC1(C2C(C(CC1)C2)(C)C)C